OC1=C(C(=CC(=C1)O[C@@H]1O[C@@H]([C@H]([C@@H]([C@H]1O)O)O)CO[C@H]1O[C@@H]([C@H]([C@@H]([C@@H]1O)O)O)C)OC)C(C=C)=O 1-[2-hydroxy-6-methoxy-4-[(2S,3R,4S,5S,6R)-3,4,5-trihydroxy-6-[[(2S,3S,4S,5S,6R)-3,4,5-trihydroxy-6-methyloxan-2-yl]oxymethyl]oxan-2-yl]oxyphenyl]prop-2-en-1-one